C(C1=CC=CC=C1)NCC=1C=NC=CC1 N-benzyl-1-(3-pyridinyl)methylamine